phenyl-[4-(10-mercaptodecyloxy)phenyl]methanone C1(=CC=CC=C1)C(=O)C1=CC=C(C=C1)OCCCCCCCCCCS